ClC1=C(C=C(C(=C1)N(C1=CC=C(C=C1)C)C)C)N=CN(C)CC N'-{2-chloro-5-methyl-4-[methyl-(4-methylphenyl)amino]phenyl}-N-ethyl-N-methylimidoformamide